C(CCCCCCCCCCCCCCCCC)[NH3+].P(=S)([O-])([O-])[O-].N1N=NC2=C1C=CC=C2.C(CCCCCCCCCCCCCCCCC)[NH3+].C(CCCCCCCCCCCCCCCCC)[NH3+] benzotriazole thiophosphate octadecylammonium salt